C(C)(C)(C)NC1CN(CC1)C=1N=C2C=CC(=NC2=CC1)C1=CC2=C(N=C(O2)COC)C=C1O 6-{6-[3-(tert-butylamino)pyrrolidin-1-yl]-1,5-naphthyridin-2-yl}-2-(methoxymethyl)-1,3-benzoxazol-5-ol